3,4,6-tri-O-acetyl-2-acetamido-2-deoxy-α-D-galactopyranosyl-L-serine C(C)(=O)OC[C@H](N[C@@H]1[C@@H]([C@@H](O)[C@@H](OC(C)=O)[C@H](O1)COC(C)=O)NC(C)=O)C(=O)O